CC1=CC=C(O1)CC1=C(C(=O)N)C=CC=C1NC1=NC=C(C=N1)C1=CC(=CC=C1)C(F)(F)F [(5-methylfuran-2-yl)methyl]-3-({5-[3-(trifluoromethyl)phenyl]pyrimidin-2-yl}amino)benzamide